B(O)(O)O.C(CC)C1=C(C=CC=C1)C1=CC=CC=C1 propyl-biphenyl-boric acid